C(C)(C)(C)OC(=O)N1N=C(C2=CC(=CC=C12)C=1C=NN(C1)C1CCN(CC1)C(=O)OC(C)(C)C)C(NC1=CC=NC=C1)=O 5-(1-(1-(tert-Butoxycarbonyl)piperidin-4-yl)-1H-pyrazol-4-yl)-3-(pyridin-4-ylcarbamoyl)-1H-indazole-1-carboxylic acid tert-butyl ester